CN1N=C(C(=C1OC[C@H]1[C@@H](COC1)N)[N+](=O)[O-])C(F)(F)F (3S,4S)-4-(((1-methyl-4-nitro-3-(trifluoromethyl)-1H-pyrazol-5-yl)oxy)methyl)tetrahydrofuran-3-amine